(R)-N-(5-((6-(3-(3-(benzyloxy)-phenyl)isoxazolidin-2-yl)pyrimidin-4-yl)amino)-2-((2-(dimethyl-amino)ethyl)-(methyl)amino)-4-methoxyphenyl)acrylamide C(C1=CC=CC=C1)OC=1C=C(C=CC1)[C@@H]1N(OCC1)C1=CC(=NC=N1)NC=1C(=CC(=C(C1)NC(C=C)=O)N(C)CCN(C)C)OC